4-((7-methoxy-4-((2-methoxy-5-(thiophen-2-yl)phenyl)amino)quinazolin-6-yl)oxy)piperidin COC1=C(C=C2C(=NC=NC2=C1)NC1=C(C=CC(=C1)C=1SC=CC1)OC)OC1CCNCC1